BrC=1C(=CC(=C(C1)B(O)O)C=1OC(=CN1)C(F)F)OC [5-bromo-2-[5-(difluoromethyl)oxazol-2-yl]-4-methoxy-phenyl]boronic acid